O[C@@H](COC1=C(C=CC=C1)C(\C=C\C1=CC=CC=C1)=O)CNCCC |r| (2E)-1-[2-[(2RS)-2-hydroxy-3-propylaminopropoxy]phenyl]-3-phenylprop-2-en-1-one